3-bromo-2-{[(propionyl)oxy]methyl}-2-(bromomethyl)propyl 2-methylpropanoate CC(C(=O)OCC(CBr)(CBr)COC(CC)=O)C